[13CH2]([13CH3])N(C(C1=C(C=CC(=C1)F)OC)=O)[13CH]([13CH3])C N-(ethyl-13C2)-5-fluoro-2-methoxy-N-(propan-2-yl-13C2)benzamide